(R)-4-(3-(3-aminopiperidine-1-carbonyl)-1-(4-ethylphenyl)-1H-pyrazol-5-yl)benzonitrile N[C@H]1CN(CCC1)C(=O)C1=NN(C(=C1)C1=CC=C(C#N)C=C1)C1=CC=C(C=C1)CC